(S)-2-amino-N-((4-(4-ethyl-8-fluoro-4-hydroxy-9-methyl-3,14-dioxo-3,4,12,14-tetrahydro-1H-pyrano[3',4':6,7]indolizino[1,2-b]quinolin-11-yl)butoxy)methyl)acetamide NCC(=O)NCOCCCCC1=C2C(=NC=3C=C(C(=CC13)C)F)C1=CC3=C(C(N1C2)=O)COC([C@]3(O)CC)=O